N-(2,6-dichlorophenyl)-4-ethoxy-2-{[4-(3-methylpiperazin-1-yl)phenyl]amino}pyrimidine-5-carboxamide ClC1=C(C(=CC=C1)Cl)NC(=O)C=1C(=NC(=NC1)NC1=CC=C(C=C1)N1CC(NCC1)C)OCC